C(\C=C/C(=O)OCC(CCCC)CC)(=O)OCC(CCCC)CC bis-(2-ethylhexyl) maleate